(R)-N-[(1Z)-[1-(2-methoxy-4,6-dimethylphenyl)-3-(trifluoromethyl)pyrazol-4-yl]methylidene]-2-methylpropane-2-sulfinamide COC1=C(C(=CC(=C1)C)C)N1N=C(C(=C1)\C=N/[S@](=O)C(C)(C)C)C(F)(F)F